N-((2-(6-morpholinopyrimidin-4-yl)-2-azaspiro[3.3]heptan-6-yl)methyl)aniline O1CCN(CC1)C1=CC(=NC=N1)N1CC2(C1)CC(C2)CNC2=CC=CC=C2